(2S,3R,7aR)-2-fluoro-3-methyl-6-methylenetetrahydro-1H-pyrrolizine F[C@H]1C[C@H]2CC(CN2[C@@H]1C)=C